Nε-t-butyloxycarbonyl-L-lysine C(C)(C)(C)OC(=O)NCCCC[C@H](N)C(=O)O